1,4-Diacetyl-benzol C(C)(=O)C1=CC=C(C=C1)C(C)=O